C(C)(C)(C)[S@](=O)N[C@H](CC)C1=C2C=C(N=CC2=C(C=C1)OC1CN(C1)C(=O)OCC1=CC=CC=C1)Cl Benzyl 3-((5-((R)-1-(((S)-tert-butylsulfinyl)amino)propyl)-3-chloroisoquinolin-8-yl)oxy)azetidine-1-carboxylate